Cl.N[C@@H]1C(N(C2=C(OC1)C=CC(=C2)OCC#CC(C)(C)O)C)=O (S)-3-amino-7-((4-hydroxy-4-methylpent-2-yn-1-yl)oxy)-5-methyl-2,3-dihydrobenzo[B][1,4]oxazepin-4(5H)-one hydrochloride